5-(5-bromo-2-nitrophenyl)-4-(tetrahydro-2H-pyran-4-yl)-1,2-dihydro-3H-pyrazol-3-one BrC=1C=CC(=C(C1)C1=C(C(NN1)=O)C1CCOCC1)[N+](=O)[O-]